4-(4-(4-aminothiophene-2-yl)pyrimidin-2-yl)-2-methoxybenzoic acid methyl ester COC(C1=C(C=C(C=C1)C1=NC=CC(=N1)C=1SC=C(C1)N)OC)=O